5-methylnona-2,4-dien-8-ynoate CC(=CC=CC(=O)[O-])CCC#C